N-ethyl-2-[(6-fluorobiphenyl-3-yl)amino]-4-{[(1S)-2-hydroxy-1-phenylethyl]amino}pyrimidine-5-carboxamide C(C)NC(=O)C=1C(=NC(=NC1)NC=1C=C(C(=CC1)F)C1=CC=CC=C1)N[C@H](CO)C1=CC=CC=C1